1-(4-chloro-2,6-difluorophenyl)-3-cyclopropyl-propan-1-ol tert-butyl-4-(6-((4-cyano-2-fluorobenzyl)oxy)pyridin-2-yl)-4-hydroxypiperidine-1-carboxylate C(C)(C)(C)C1N(CCC(C1)(O)C1=NC(=CC=C1)OCC1=C(C=C(C=C1)C#N)F)C(=O)OC(CCC1CC1)C1=C(C=C(C=C1F)Cl)F